2-chloro-2-fluoro-N-(1-((1-methylcyclopropyl)methyl)-6-(N-(1-methylcyclopropyl)sulfamoyl)-2,4-dioxo-1,4-dihydroquinazolin-3(2H)-yl)acetamide ClC(C(=O)NN1C(N(C2=CC=C(C=C2C1=O)S(NC1(CC1)C)(=O)=O)CC1(CC1)C)=O)F